3-(2-(methylsulfonyl)-5-oxo-7,8-dihydropyrido[4,3-d]pyrimidin-6(5H)-yl)-propionic acid CS(=O)(=O)C=1N=CC2=C(N1)CCN(C2=O)CCC(=O)O